N1C(C=CC=C1)=O (E)-2-pyridone